2-amino-N-[1-(4-chloro-7-ethoxy-1H-indazol-6-yl)ethyl]pyrazolo[1,5-a]pyrimidine-3-carboxamide NC1=NN2C(N=CC=C2)=C1C(=O)NC(C)C1=CC(=C2C=NNC2=C1OCC)Cl